2-((1H-pyrazol-3-yl)methyl)-4-methyl-6-((2-oxo-1,2-dihydropyridin-3-yl)methyl)-4H-thiazolo[5',4':4,5]pyrrolo[2,3-d]pyridazin-5(6H)-one N1N=C(C=C1)CC=1SC2=C(N(C=3C(N(N=CC32)CC=3C(NC=CC3)=O)=O)C)N1